CC1=CC(=NC=C1)NC=1SC=C(N1)C=1C=NC=CC1 N-(4-methylpyridin-2-yl)-4-(pyridin-3-yl)thiazol-2-amine